rhamnosyl-thiourea C1([C@H](O)[C@H](O)[C@@H](O)[C@@H](O1)C)NC(=S)N